5'-(4-cyclopropyl-1H-imidazol-1-yl)spiro[cyclopropane-1,1'-isoindol]-3'-one C1(CC1)C=1N=CN(C1)C=1C=C2C(NC3(C2=CC1)CC3)=O